valinate N[C@@H](C(C)C)C(=O)[O-]